5-chloro-N-(1-(1-(3-chloropyridin-2-yl)piperidin-4-yl)cyclopropyl)-6-methoxypyridin-3-amine ClC=1C=C(C=NC1OC)NC1(CC1)C1CCN(CC1)C1=NC=CC=C1Cl